ClC1=NC=CC(=C1SC1=C(C(=CC=C1)Cl)C(F)(F)F)N 2-chloro-3-((3-chloro-2-(trifluoromethyl)phenyl)thio)pyridin-4-amine